S1C(=CC=2CNCCC21)OC(=O)N2CCN(CC2)C 4,5,6,7-tetrahydrothieno[3,2-c]pyridin-2-yl-4-methylpiperazine-1-carboxylate